OCC(CO)(CO)[N+](=O)[O-] 2-(Hydroxymethyl)-2-nitro-1,3-propanediol